N[C@H](C[C@H](CN1C(C2=CC(=C(C=C2CC1)Br)F)=O)F)C 2-[(2R,4S)-4-amino-2-fluoro-pentyl]-6-bromo-7-fluoro-3,4-dihydroisoquinolin-1-one